3-(5-(thiophene-2-yl)-1,2,4-oxadiazole-3-yl)-2H-benzo[b][1,4]oxazine S1C(=CC=C1)C1=NC(=NO1)C1=NC2=C(OC1)C=CC=C2